BrC1=C(C(=CC(=C1)C(C(F)(F)F)(C(F)(F)F)F)OC(F)(F)F)NC(C1=C(C(=CC=C1)NO)F)=O N-(2-bromo-4-(perfluoropropane-2-yl)-6-(trifluoromethoxy)phenyl)-2-fluoro-3-(hydroxyamino)benzamide